2-{2-ethyl-5,8-dioxo-6-[(±)-tetrahydrofuran-2-ylmethyl]-5,6,7,8-tetrahydro-4H-pyrazolo[1,5-a]pyrrolo[3,4-d]pyrimidin-4-yl}-N-(5-fluoropyridin-2-yl)acetamide C(C)C1=NN2C(N(C3=C(C2=O)CN(C3=O)C[C@@H]3OCCC3)CC(=O)NC3=NC=C(C=C3)F)=C1 |r|